(4-Amino-1-(3-(2-amino-3-chloropyridin-4-yl)-1H-pyrazolo[3,4-b]pyrazin-6-yl)piperidin-4-yl)methanol NC1(CCN(CC1)C1=CN=C2C(=N1)NN=C2C2=C(C(=NC=C2)N)Cl)CO